C[C@@H]1OCC2([C@@H]1NC(OC(C)(C)C)=O)CCNCC2 tert-butyl (3S,4S)-3-methyl-2-oxa-8-azaspiro[4.5]decan-4-ylcarbamate